C(CC(=C)C)OC1=CC=C2C(C(=C(OC2=C1)C1=CC(=C(C=C1)Cl)Cl)O)=O 7-isopentenyloxy-3',4'-dichloro-flavonol